2-(tert-Butyl)-6'-methoxy-1'-methylspiro[indole-3,3'-indolin]-2'-one C(C)(C)(C)C1=NC2=CC=CC=C2C12C(N(C1=CC(=CC=C21)OC)C)=O